N-ethyl-N'-(2-fluoro-4-(3-((3-fluorobenzyl)oxy)oxetan-3-yl)-5-methylphenyl)-N-methylformimidamide C(C)N(C=NC1=C(C=C(C(=C1)C)C1(COC1)OCC1=CC(=CC=C1)F)F)C